FC1=C(C(=C(C(=C1[B])F)F)F)F pentafluorophenylboron